BrC=1N=C(C2=C(N1)C=C(O2)C2=CC=NC=C2)N2CCOCC2 2-bromo-4-morpholino-6-(pyridin-4-yl)furo[3,2-d]pyrimidine